N-(2-trifluoromethylbenzenesulfonyloxy)-7-oxabicyclo[2.2.1]-hept-5-ene-2,3-dicarboximide FC(C1=C(C=CC=C1)S(=O)(=O)ON1C(=O)C2C3C=CC(C2C1=O)O3)(F)F